tert-butyl (R)-3-(2-methyl-5-(thiazol-5-ylmethoxy)benzofuran-3-carboxamido)pyrrolidine-1-carboxylate CC=1OC2=C(C1C(=O)N[C@H]1CN(CC1)C(=O)OC(C)(C)C)C=C(C=C2)OCC2=CN=CS2